BrC1=NN(C=C1)CC(C)(O)C (3-bromo-1H-pyrazol-1-yl)-2-methylpropan-2-ol